2-((((trans)-3-(2-Aminoethyl)cyclopentyl)thio)methyl)-8-methylquinazolin-4(3H)-one NCC[C@@H]1C[C@H](CC1)SCC1=NC2=C(C=CC=C2C(N1)=O)C